(1S,3aR,6aS)-2-((S)-2-acetamido-2-phenylacetyl)-N-((S,Z)-4-fluoro-4-(methylsulfonyl)-1-((R)-2-oxopyrrolidin-3-yl)but-3-en-2-yl)octahydrocyclopenta[c]pyrrole-1-carboxamide C(C)(=O)N[C@H](C(=O)N1[C@@H]([C@@H]2[C@H](C1)CCC2)C(=O)N[C@@H](C[C@@H]2C(NCC2)=O)\C=C(/S(=O)(=O)C)\F)C2=CC=CC=C2